N[C@@H](C)C(=O)[O-].OCC[N+](C)(C)C 2-hydroxy-N,N,N-trimethylethanaminium alanine salt